C(C)OC1=C(C=CC(=N1)C(CS(=O)(=O)C)N1C(NC2=C1C=CC=C2C2=C(C=CC=C2)F)=O)OC 1-(1-(6-ethoxy-5-methoxypyridin-2-yl)-2-(methylsulfonyl)ethyl)-4-(2-fluorophenyl)-1H-benzo[d]imidazol-2(3H)-one